C(C)(C)(C)OC(=O)N1C[C@@H](N(CC1)CC1=CC(=C(C=C1)OC(F)(F)F)F)COCC=1C=NNC1 (R)-3-(((1H-pyrazol-4-yl)methoxy)methyl)-4-(3-fluoro-4-(trifluoromethoxy)benzyl)piperazine-1-carboxylic acid tert-butyl ester